NC=1NC(C=2N=CN(C2N1)[C@H]1[C@@H]([C@@H]([C@H](O1)CC(=O)NC)O)O)=O 2-[(2R,3S,4R,5R)-5-(2-amino-6-oxo-1H-purin-9-yl)-3,4-dihydroxy-tetrahydrofuran-2-yl]-N-methyl-acetamide